OC1=C(C=C2CN(C(C2=C1)=O)C1CCC(CC1)N1CCN(CC1)C(=O)OC(C)(C)C)[N+](=O)[O-] tert-butyl 4-((1s,4s)-4-(6-hydroxy-5-nitro-1-oxoisoindolin-2-yl)cyclohexyl)piperazine-1-carboxylate